CC1=C(C=CC=C1C)CCN1CNC=C1 1-((2,3-dimethylphenyl)ethyl)-3H-imidazole